(S)-2-Fmoc-aminoadipate C(=O)(OCC1C2=CC=CC=C2C2=CC=CC=C12)[C@@](C(=O)[O-])(CCCC(=O)[O-])N